4-fluoro-1-((2-methylpyridin-3-yl)methyl)-1H-pyrazole-3-carboxylic acid FC=1C(=NN(C1)CC=1C(=NC=CC1)C)C(=O)O